CN1CCC=CCCC(C2=NN=C(C=3C(=CC(=C1N3)C(F)(F)F)[N+](=O)[O-])O2)O 13-Methyl-17-nitro-15-(trifluoromethyl)-19-oxa-3,4,13,18-tetrazatricyclo[12.3.1.12,5]nonadeca-1(18),2,4,9,14,16-hexaen-6-ol